4,6-difluoro-5-trimethylsilyl-pyrrolo[2,3-b]Pyridine-1-carboxylic acid ethyl ester C(C)OC(=O)N1C=CC=2C1=NC(=C(C2F)[Si](C)(C)C)F